2-(Allylamino)-1-[2-(allylamino)ethylamino]ethane C(C=C)NCCNCCNCC=C